1-(2-bromothiophene-3-yl)ethane Methyl-2-(benzyloxy)-5-morpholino-3-nitrobenzoate COC(C1=C(C(=CC(=C1)N1CCOCC1)[N+](=O)[O-])OCC1=CC=CC=C1)=O.BrC=1SC=CC1CC